6-fluoro-5-(4-fluoro-3-(4-(1-hydroxy-1-phenylethyl)-1H-imidazol-2-yl)phenoxy)-1H-indole-4-carbaldehyde FC=1C(=C(C=2C=CNC2C1)C=O)OC1=CC(=C(C=C1)F)C=1NC=C(N1)C(C)(C1=CC=CC=C1)O